2,4-dimethyl-pent-4-enoic acid CC(C(=O)O)CC(=C)C